CC1=CC=C(C=C1)S(=O)(=O)C(C2=CC(=CC=C2)Cl)[N+]#[C-] [1-(3-CHLOROPHENYL)-1-TOSYL]METHYL ISOCYANIDE